7-cyclobutoxy-N-(1-((1S,2R)-2-fluorocyclopropyl)-2-oxo-1,2-dihydropyridin-3-yl)-2-(1-(methoxymethyl)-2-oxabicyclo[2.1.1]hexan-4-yl)imidazo[1,2-a]pyrimidine-6-carboxamide C1(CCC1)OC1=NC=2N(C=C1C(=O)NC=1C(N(C=CC1)[C@@H]1[C@@H](C1)F)=O)C=C(N2)C21COC(C2)(C1)COC